7-cyclopropyl-N-(2-fluoro-2-methyl-propyl)-2-(3-pyridylmethyl)-1,3-dihydropyrrolo[3,4-g]isoquinoline-9-sulfonamide C1(CC1)C=1N=CC=2C=C3C(=C(C2C1)S(=O)(=O)NCC(C)(C)F)CN(C3)CC=3C=NC=CC3